CC1=NC=CC(=C1)C1=CC=2C=NC(=CC2N1)N[C@H]1COCC1 (R)-2-(2-methylpyridin-4-yl)-N-(tetrahydrofuran-3-yl)-1H-pyrrolo[3,2-c]Pyridin-6-amine